BrC=1N=NC(=CC1)C1CC1 3-bromo-6-cyclopropylpyridazine